C1=C=CCCC1 1,2-cyclohexadiene